3-methyl-2-oxo-2,3-dihydrobenzo[d]oxazole CN1C(OC2=C1C=CC=C2)=O